C(C)(C)(C)OC(=O)N([C@H](C)C1=CC=CC2=CC=CC=C12)C[C@@H]1OC2=CC=CC=C2C(C1)C=1C=CC(=C(C(=O)OC)C1)C methyl 5-((2R)-2-(((tert-butyloxycarbonyl) ((R)-1-(naphthalen-1-yl) ethyl) amino) methyl) chroman-4-yl)-2-methylbenzoate